C(CCCCCCCCCCCCCCCCCCCCCCCCC)(=O)SCCNC(CCNC([C@@H](C(COP(OP(OC[C@@H]1[C@H]([C@H]([C@@H](O1)N1C=NC=2C(N)=NC=NC12)O)OP(=O)(O)O)(=O)O)(=O)O)(C)C)O)=O)=O Hexacosanoyl-Coenzyme A